(R)-6-(2-(2-chlorophenyl)-2-hydroxyacetyl)-2-(1-phenylcyclopropyl)-3,5,6,7,8,9-hexahydro-4H-pyrimido[5,4-c]azepin-4-one ClC1=C(C=CC=C1)[C@H](C(=O)N1CC2=C(CCC1)N=C(NC2=O)C2(CC2)C2=CC=CC=C2)O